C(C)OC(=O)[C@H]1[C@H](CC(C1)=O)C |r| (+-)-(1R,2S)-2-methyl-4-oxocyclopentane-1-carboxylic acid ethyl ester